FC=1C(=NC(=NC1)N1CCC(CC1)C(=O)N1OCC[C@H]1C=1C=CC=NC1)SC 5-[(3S)-[1-(5-Fluoro-4-methylsulfanyl-pyrimidinyl)piperidine-4-carbonyl]isoxazolidin-3-yl]pyridine